CC1=C(C=CC=C1C)N1CCN(CC1)C(CN1N=C(C2=C1CCC2)C(=O)N2CCC(CC2)(O)CF)=O 1-(4-(2,3-dimethylphenyl)piperazin-1-yl)-2-(3-(4-(fluoromethyl)-4-hydroxypiperidine-1-carbonyl)-5,6-dihydrocyclopenta[c]pyrazol-1(4H)-yl)ethanone